isostearic chlorid C(CCCCCCCCCCCCCCC(C)C)(=O)Cl